ClC1=CC(=NC=C1)[C@H](CC=C)N[S@@](=O)C(C)(C)C (S)-N-((S)-1-(4-Chloropyridin-2-yl)but-3-enyl)-2-methylpropane-2-sulfinamide